C([C@@H]1[C@H]([C@@H]([C@H]([C@H](O1)O[C@@H]2[C@@H]([C@H]([C@@H]([C@H](O2)CO)O)O)O)O)O)O)O α,α'-d-trehalose